S=C1NC2=C(CC(C1)NC(OC(C)(C)C)=O)C=C(C=C2)C(F)(F)F Tert-butyl [2-thioxo-7-(trifluoromethyl)-2,3,4,5-tetrahydro-1H-1-benzazepin-4-yl]carbamate